C1(=CCCCC1)C=1C(=NN(C1N)C)[C@@H]1CN(CC1)CCCF (S)-4-(cyclohex-1-en-1-yl)-3-(1-(3-fluoropropyl)pyrrolidin-3-yl)-1-methyl-1H-pyrazol-5-amine